1-nitro-2-(3,4,5-trifluoro-phenyl) ethylene tert-butyl 2-(2'-chloro-5'-methoxy-6-methyl-[4,4'-bipyridine]-3-carboxamido)-4-methyl-4,6-dihydro-5H-pyrrolo[3,4-d]thiazole-5-carboxylate ClC1=NC=C(C(=C1)C1=C(C=NC(=C1)C)C(=O)NC=1SC2=C(N1)C(N(C2)C(=O)OC(C)(C)C)C)OC.[N+](=O)([O-])C=CC2=CC(=C(C(=C2)F)F)F